Sodium 2-(3-thienyl)ethyloxybutylsulfonate S1C=C(C=C1)CCOCCCCS(=O)(=O)[O-].[Na+]